C(C(C)(C)C)OC1=NN=C(S1)N 5-(neopentyloxy)-1,3,4-thiadiazol-2-amine